C(C)(C)(C)OC(=O)N1CCN(CC1)C1=NC(=CC(=N1)N)Cl 4-(4-amino-6-chloropyrimidin-2-yl)piperazine-1-carboxylic acid tert-butyl ester